BrC=1N=C(C=C2C1OC(=C(C2=O)C)SCC)C 8-bromo-2-(ethylsulfanyl)-3,6-dimethyl-4H-pyrano[2,3-c]pyridin-4-one